4-{3-carbamoyl-2-[4-(3-fluorophenoxy)phenyl]-4,5,6,7-tetrahydro-2H-pyrazolo[4,3-b]pyridin-7-yl}piperidine-1-carboxylate C(N)(=O)C=1N(N=C2C1NCCC2C2CCN(CC2)C(=O)[O-])C2=CC=C(C=C2)OC2=CC(=CC=C2)F